1-cyclopropyl-N-(6-(1-methyl-1H-1,2,3-triazol-4-yl)isoquinolin-3-yl)piperidine-4-carboxamide C1(CC1)N1CCC(CC1)C(=O)NC=1N=CC2=CC=C(C=C2C1)C=1N=NN(C1)C